S(O)(O)=O.O=C[C@H](O)[C@H](O)CO erythrose bisulfite